CS(=O)(=O)OCCCCCCCN1CC2(CC1)CN(CC2)S(=O)(=O)N2CCC(CC2)NC=2N=CC1=C(N2)N(C(C12CC2)=O)C2C(CCC2)C 7-(7-{4-[7'-(2-Methylcyclopentyl)-6'-oxospiro[cyclopropane-1,5'-pyrrolo[2,3-d]pyrimidin]-2'-ylamino]piperidin-1-ylsulfonyl}-2,7-diazaspiro[4.4]nonan-2-yl)heptyl methanesulfonate